N1(CCNCC1)C1=NC(=NC=C1)C#N 4-(piperazin-1-yl)pyrimidine-2-carbonitrile